The molecule is an amino acid zwitterion obtained by transfer of a proton from the carboxy to the amino group of N(alpha)-methyl-L-histidine. It is a tautomer of a N(alpha)-methyl-L-histidine. C[NH2+][C@@H](CC1=CN=CN1)C(=O)[O-]